ClC1=CC=C(COC(=O)N=NC(=O)[O-])C=C1 (4-chlorobenzyl)azodicarboxylate